(2R,3S,4S,5S)-3,4,5-tri(benzyloxy)-2-((benzyloxy)methyl)-2,3,4,5-tetrahydropyridine-1-oxide C(C1=CC=CC=C1)O[C@H]1[C@H]([N+](=C[C@@H]([C@H]1OCC1=CC=CC=C1)OCC1=CC=CC=C1)[O-])COCC1=CC=CC=C1